CC(CCC)(C(=C)C)C 4,4,5-Trimethylhex-5-en